oxo-2-furanylacetic acid butyl ester C(CCC)OC(C(C=1OC=CC1)=O)=O